N-{(6R,7aR)-7,7-difluoro-2-[5-fluoro-4-(2,4,6-trifluorophenyl)-1,2-benzoxazol-3-yl]-3-oxohexahydro-1H-pyrrolo[1,2-c]imidazol-6-yl}ethanesulfonamide FC1([C@@H](CN2C(N(C[C@@H]21)C2=NOC1=C2C(=C(C=C1)F)C1=C(C=C(C=C1F)F)F)=O)NS(=O)(=O)CC)F